ClC1=NC=C(C(=N1)OC1=NC=2C=CC3=C(C2N=C1)C1=C(S3)C(N[C@@H](CN1)C)=O)P(=O)(C)C (R)-3-((2-chloro-5-(dimethylphosphoryl)pyrimidin-4-yl)oxy)-10-methyl-9,10,11,12-tetrahydro-8H-[1,4]diazepino[5',6':4,5]thieno[3,2-f]quinoxalin-8-one